(4,5-dichloro-2-(4-(trifluoromethoxy)phenoxy)benzoylamino)pyrimidine 1-oxide ClC1=CC(=C(C(=O)NC2=[N+](C=CC=N2)[O-])C=C1Cl)OC1=CC=C(C=C1)OC(F)(F)F